5-[1-[[4-[(3R,5R)-5-[(5-chloro-1-methyl-6-oxo-pyridazin-4-yl)amino]-1-methyl-3-piperidyl]phenyl]methyl]azetidin-3-yl]-2-(2,6-dioxo-3-piperidyl)isoindoline-1,3-dione ClC1=C(C=NN(C1=O)C)N[C@@H]1C[C@@H](CN(C1)C)C1=CC=C(C=C1)CN1CC(C1)C=1C=C2C(N(C(C2=CC1)=O)C1C(NC(CC1)=O)=O)=O